methyl-5-(4-methoxybenzyl)-1-(1-(4-methoxybenzyl)-1H-indol-2-yl)-5H-pyridine CC1N(CC(C=C1)CC1=CC=C(C=C1)OC)C=1N(C2=CC=CC=C2C1)CC1=CC=C(C=C1)OC